N-[2-(3,3-difluoropyrrolidin-1-yl)-4-[4-(tri-fluoromethyl)-1H-pyrazol-5-yl]-3-pyridyl]-2-isopropyl-pyrimidine-5-carboxamide FC1(CN(CC1)C1=NC=CC(=C1NC(=O)C=1C=NC(=NC1)C(C)C)C1=C(C=NN1)C(F)(F)F)F